Methyl O-acetyl-N-(O-(tert-butyldimethylsilyl)-N-(2-((R)-3-((ethoxycarbonyl)amino)pyrrolidin-1-yl)thiazole-4-carbonyl)-L-seryl)-L-serinate C(C)(=O)OC[C@H](NC([C@@H](NC(=O)C=1N=C(SC1)N1C[C@@H](CC1)NC(=O)OCC)CO[Si](C)(C)C(C)(C)C)=O)C(=O)OC